C(C)C1=NOC=C1C(=O)O 3-ethyl-4-isoxazolecarboxylic acid